N-(5-(2-(7,8-dihydropyrido[3,4-b]pyrazin-6(5H)-yl)acetamido)-2-methylpyridin-3-yl)-7-(1-methyl-1H-pyrazol-4-yl)-[1,2,4]triazolo[4,3-a]pyridine-3-carboxamide N1=C2C(=NC=C1)CN(CC2)CC(=O)NC=2C=C(C(=NC2)C)NC(=O)C2=NN=C1N2C=CC(=C1)C=1C=NN(C1)C